1,2-dibromo-3-propoxyprop-1-ene BrC=C(COCCC)Br